3-(6-((3R,4R)-3-fluoro-4-(hydroxymethyl)-piperidin-1-yl)-1-oxoisoindolin-2-yl)piperidine-2,6-dione F[C@H]1CN(CC[C@@H]1CO)C1=CC=C2CN(C(C2=C1)=O)C1C(NC(CC1)=O)=O